5-(4-fluoro-1H-pyrazol-1-yl)-2-[3-(7-methyl-2,7-diazaspiro[3.5]non-2-yl)-1,2,4-triazin-6-yl]phenol hydrochloride Cl.FC=1C=NN(C1)C=1C=CC(=C(C1)O)C1=CN=C(N=N1)N1CC2(C1)CCN(CC2)C